FC=1C=C2C(=CNC2=CC1F)NC(=O)C=1N=C2N(C=C(C=C2)C(F)(F)F)C1 N-(5,6-difluoro-1H-indol-3-yl)-6-(trifluoromethyl)imidazo[1,2-a]pyridine-2-carboxamide